N-{[5-(2-aminoethyl)-1H-benzimidazol-2-yl]methyl}-8-bromo-2-(morpholin-4-yl)pyrazolo[1,5-a][1,3,5]triazin-4-amine NCCC1=CC2=C(NC(=N2)CNC2=NC(=NC=3N2N=CC3Br)N3CCOCC3)C=C1